C(\C=C\C1=CC(OC)=C(O)C=C1)(=O)O.N1CCC(CC1)C(=O)C1=NC=CC=C1 Piperidin-4-yl-(pyridin-2-yl)methanone trans-ferulate